6-chloro-1-cyclopropyl-1,5-dihydro-4H-pyrazolo[3,4-d]pyridin-4-one ClC=1NC(C2=C(C1)N(N=C2)C2CC2)=O